thiochromenothiophene S1CC=C2C1=CC=1C=CC=CC1S2